6,7-diazaspiro[4.5]deca-9-ene-9-carboxamide C1CCCC12NNCC(=C2)C(=O)N